[6-(3-Cyclobutoxy-phenyl)-naphthalen-2-yl]-methanol C1(CCC1)OC=1C=C(C=CC1)C=1C=C2C=CC(=CC2=CC1)CO